tert-butyl 4-[3-[3,3-difluoro-4-(3-formyl-4-methoxycarbonyl-phenyl)-1-piperidyl]cyclobutoxy]piperidine-1-carboxylate FC1(CN(CCC1C1=CC(=C(C=C1)C(=O)OC)C=O)C1CC(C1)OC1CCN(CC1)C(=O)OC(C)(C)C)F